(3S,5R)-3-amino-5-methylnonanoic acid N[C@H](CC(=O)O)C[C@@H](CCCC)C